CC(CN(C(C(=O)OCC(F)(F)F)=O)CC1=NC=C(C=C1)C(F)(F)F)CC 2,2,2-trifluoroethyl 2-((2-methylbutyl) ((5-(trifluoromethyl)pyridin-2-yl)methyl)amino)-2-oxoacetate